N-[2-(4-Chlorophenyl)ethyl]-N-(4-hydroxycyclohexyl)-1-benzothiophene-3-carboxamide ClC1=CC=C(C=C1)CCN(C(=O)C1=CSC2=C1C=CC=C2)C2CCC(CC2)O